((1R,3S,5s,7s)-5-Aminoadamantan-2-yl)-N-(5-(3,5-difluorobenzyl)-1H-indazol-3-yl)-2-((tetrahydro-2H-pyran-4-yl)amino)benzamide hydrochloride Cl.NC12C[C@H]3C([C@H](CC(C1)C3)C2)C=2C(=C(C(=O)NC3=NNC1=CC=C(C=C31)CC3=CC(=CC(=C3)F)F)C=CC2)NC2CCOCC2